C1(CCCCC1)C[C@@H](C(N[C@H](C=O)C[C@@H]1C(NCC1)=O)=O)NC(=O)C1(C2=CC=CC=C2C=2C=CC=CC12)O N-((S)-3-cyclohexyl-1-oxo-1-(((S)-1-oxo-3-((R)-2-oxopyrrolidin-3-yl)propan-2-yl)amino)propan-2-yl)-9-hydroxy-9H-fluorene-9-carboxamide